1-(5H-dibenzo[b,f]azepin-5-yl)-2,2-dimethylpropan-1-one C1=CC=CC=2N(C3=C(C=CC21)C=CC=C3)C(C(C)(C)C)=O